NCCNC1=NC(=NC(=C1)NC=1SC(=CN1)C1=CC=CC=C1)C N4-(2-aminoethyl)-2-methyl-N6-(5-phenylthiazol-2-yl)pyrimidine-4,6-diamine